4-(cyclopropylethynyl)-2-thioxo-4-(trifluoromethyl)-1,2,3,4-tetrahydroquinazolin C1(CC1)C#CC1(NC(NC2=CC=CC=C12)=S)C(F)(F)F